5-[1-(2-Fluoro-6-methyl-phenyl)-piperidin-4-yl]-2-[2-([2H3]methyl)[1,1,2,3,3,3-2H6]propyl]-7-(2-trifluoromethyl-benzyl)-2,4,5,7-tetrahydro-pyrazolo[3,4-d]pyrimidin-6-one FC1=C(C(=CC=C1)C)N1CCC(CC1)N1C(N(C=2C(C1)=CN(N2)C(C(C([2H])([2H])[2H])([2H])C([2H])([2H])[2H])([2H])[2H])CC2=C(C=CC=C2)C(F)(F)F)=O